C(C)(C)C1=C(C(=CC(=C1)C(C)C)C(C)C)S(=O)(=O)OC1=NC(=NC2=CC(=C(C=C12)NC)CN1CCOCC1)C 2-methyl-6-(methylamino)-7-(morpholinomethyl)quinazolin-4-yl 2,4,6-triisopropylbenzenesulfonate